cumyl peroxyacetate C(C)(=O)OOC(C)(C)C1=CC=CC=C1